(2S,4S)-4-((tert-Butyldimethylsilyl)oxy)-pyrrolidine-1,2-dicarboxylic acid 1-(tert-butyl) 2-methyl ester COC(=O)[C@H]1N(C[C@H](C1)O[Si](C)(C)C(C)(C)C)C(=O)OC(C)(C)C